C(C)(C)(C)OOC(C)(C)C1=CC(=CC=C1)C(C)(C)OOC(C)(C)C 1,3-Bis(tertiarybutylperoxyisopropyl)benzene